ClC1=C(C=C(C=C1)[C@@H]1N(OCC1)C1=CC(=NC=N1)NC=1C(=CC(=C(C1)NC(C=C)=O)N1CCC(CC1)N1CCOCC1)OC)F N-(5-((6-((R)-3-(4-chloro-3-fluorophenyl)isoxazolidine-2-yl)pyrimidine-4-yl)amino)-4-methoxy-2-(4-morpholinopiperidine-1-yl)phenyl)acrylamide